CC1C(CN1)N1CCN(CC1)C1=CC=CC=2N(C=NC21)C(=O)NCCC#CC2=CC=CC=C2 4-(4-(4-Methylazetidin-3-yl)piperazin-1-yl)-N-(4-phenylbut-3-yn-1-yl)-1H-benzo[d]imidazole-1-carboxamide